methyl 9-(((3S,8R,9S,10R,13S,14S)-10,13-dimethyl-17-(pyridin-3-yl)-2,3,4,7,8,9,10,11,12,13,14,15-dodecahydro-1H-cyclopenta[a]phenanthren-3-yl) amino)-9-oxononanoate C[C@]12[C@H]3CC[C@@]4(C(=CC[C@H]4[C@@H]3CC=C2C[C@H](CC1)NC(CCCCCCCC(=O)OC)=O)C=1C=NC=CC1)C